COC1=C(C=CC(=C1)OC)CN 1-(2,4-di-methoxyphenyl)methanamine